(R)-methyl 2-(((benzyloxy)carbonyl)amino)-3-(3-(1-ethyl-4-(trifluoromethyl)-1H-pyrazol-5-yl)-5-fluorobenzamido)propanoate C(C1=CC=CC=C1)OC(=O)N[C@@H](C(=O)OC)CNC(C1=CC(=CC(=C1)F)C1=C(C=NN1CC)C(F)(F)F)=O